OC(/C=C/C=C\C=C\C=C/C=C\C=CC(=O)O)CCCCCCCC 14-hydroxy-4Z,7Z,10Z,12E,16Z,19Z-docosahexaenoic acid